C(C)(C)(C)OC(=O)N(C1=CC=C(C(=O)N(C(OC(C)(C)C)=O)C)C=C1)C1=NC=C(C(=N1)N(CC1=NC=CN=C1N(S(=O)(=O)C)C)C(=O)OC(C)(C)C)C(F)(F)F t-butyl (4-((t-butoxycarbonyl)(4-((t-butoxycarbonyl) ((3-(N-methylmethanesulfonamido)pyrazin-2-yl)methyl)amino)-5-(trifluoromethyl)pyrimidin-2-yl)amino)benzoyl)(methyl)carbamate